(R)-4-(2-chloro-7-iodo-6-methylthieno[3,2-d]pyrimidine-4-yl)-3-methylmorpholine ClC=1N=C(C2=C(N1)C(=C(S2)C)I)N2[C@@H](COCC2)C